2-(3,5-difluoro-4-((1S,3R)-2-(2-fluoro-2-methylpropyl)-3-methyl-6-(1-methyl-1H-pyrazol-4-yl)-1,2,3,4-tetrahydroisoquinolin-1-yl)phenoxy)ethane-1-amine FC=1C=C(OCCN)C=C(C1[C@H]1N([C@@H](CC2=CC(=CC=C12)C=1C=NN(C1)C)C)CC(C)(C)F)F